3-[(Phenylsulfonyl)oxy]-N-[1-[1-(2-pyrimidinyl)-1H-1,2,4-triazol-5-yl]ethyl]benzamide C1(=CC=CC=C1)S(=O)(=O)OC=1C=C(C(=O)NC(C)C2=NC=NN2C2=NC=CC=N2)C=CC1